FC1=C(C=CC(=C1F)OC)C1=CN=C2N1C=CN=C2NC=2C=C1CCN(C(C1=CC2)=O)CCCNC 6-[[3-(2,3-difluoro-4-methoxy-phenyl)imidazo[1,2-a]pyrazin-8-yl]amino]-2-[3-(methylamino)propyl]-3,4-dihydroisoquinolin-1-one